tert-butyldiphenyl((3-(trifluoromethyl)tetrahydrofuran-3-yl)methoxy)silane C(C)(C)(C)[Si](OCC1(COCC1)C(F)(F)F)(C1=CC=CC=C1)C1=CC=CC=C1